4-Methyl-1-penten CC(CC=C)C